C(#N)C=1C=C(C=CC1)C1=CC(=C(O1)C(F)(F)F)C(=O)NC1=NC(=NS1)CC(=C(F)F)C 5-(3-Cyanophenyl)-N-(3-(3,3-difluoro-2-methylallyl)-1,2,4-thiadiazol-5-yl)-2-(trifluoro-methyl)furan-3-carboxamide